(4-bromophenyl)-4-iodo-1-(1,4-dioxaspiro[4.5]decan-8-yl)-1H-pyrazole-5-carboxylic acid ethyl ester C(C)OC(=O)C1=C(C(=NN1C1CCC2(OCCO2)CC1)C1=CC=C(C=C1)Br)I